4,6-dibromo-7-fluoroindoline-2,3-dione BrC1=C2C(C(NC2=C(C(=C1)Br)F)=O)=O